3-[7-(2,8-diazaspiro[4.5]decan-8-yl)-1-oxo-phthalazin-2-yl]-1-[(4-methoxyphenyl)methyl]piperidine-2,6-dione C1NCCC12CCN(CC2)C2=CC=C1C=NN(C(C1=C2)=O)C2C(N(C(CC2)=O)CC2=CC=C(C=C2)OC)=O